OCC=1C=C(C=C(C1)C(F)(F)F)NC(=O)C1=CSC=2CN(CCC21)C(=O)C=2C=NN1C2C=NC=C1 N-(3-(hydroxymethyl)-5-(trifluoromethyl)phenyl)-6-(pyrazolo[1,5-a]pyrazine-3-carbonyl)-4,5,6,7-tetrahydrothieno[2,3-c]pyridine-3-carboxamide